C1(CC1)S(=O)(=O)NC1=NC=CC(=N1)C1(CC1)NC(C1=C(C=C(C=C1)C1=NC(=CN=C1)OCC)F)=O N-(1-(2-(cyclopropanesulfonylamino)pyrimidin-4-yl)cyclopropyl)-4-(6-ethoxypyrazin-2-yl)-2-fluorobenzamide